ethyl (rac)-6-chloro-7-{5-ethyl-3-[1-hydroxy-3-(morpholin-4-yl) propyl]-1-methyl-1H-pyrazol-4-yl}-3-{3-[(6-fluoronaphthalen-1-yl) oxy] propyl}-1H-indole-2-carboxylate ClC1=CC=C2C(=C(NC2=C1C=1C(=NN(C1CC)C)[C@@H](CCN1CCOCC1)O)C(=O)OCC)CCCOC1=CC=CC2=CC(=CC=C12)F |r|